OCC1CC=2C=CC(=C(C2C1)C#N)OCC1NCCC1 2-(hydroxymethyl)-5-(pyrrolidin-2-ylmethoxy)indane-4-carbonitrile